(1R)-2,2-difluoro-N-{6-[2-({6-[1-hydroxybutyl]-4-methylpyridin-3-yl}amino)pyridin-3-yl]pyrimidin-4-yl}cyclopropane-1-carboxamide FC1([C@H](C1)C(=O)NC1=NC=NC(=C1)C=1C(=NC=CC1)NC=1C=NC(=CC1C)C(CCC)O)F